(R)-2-((1-(2-(isoindolin-2-yl)-6-methyl-3-(1-methylcyclopropyl)-4-oxo-3,4-dihydroquinazolin-8-yl)ethyl)amino)benzoic acid C1N(CC2=CC=CC=C12)C1=NC2=C(C=C(C=C2C(N1C1(CC1)C)=O)C)[C@@H](C)NC1=C(C(=O)O)C=CC=C1